NC1=NC=C(C=2C1=CN(N2)C2OCCCC2)NC(=O)C(=O)N(CC(C)C)CC2=C(C=C(C=C2)F)C N-(4-amino-2-tetrahydropyran-2-yl-pyrazolo[4,3-c]pyridin-7-yl)-N'-[(4-fluoro-2-methyl-phenyl)methyl]-N'-isobutyl-oxamide